S1C=NC2=C1C(=CC=C2)C2=CC=C(CN(C(=O)NC=1N=C(SC1)C#C)CCC#N)C=C2 1-(4-(Benzo[d]thiazol-7-yl)benzyl)-1-(2-cyanoethyl)-3-(2-ethynylthiazol-4-yl)urea